C1(C(CCCC1)C(=O)OCCCCCCC(C)C)C(=O)OCCCCCCC(C)C bis(7-methyloctyl) cyclohexane-1,2-dicarboxylate